CC1=C(C2=CC=CC=C2C=C1)C(=O)P(C1=CC=C(C=C1)CCC)(C(=O)C1=C(C=CC2=CC=CC=C12)C)=O bis(2-methyl-1-naphthoyl)-4-propylphenyl-phosphine oxide